C(C)(C)(C)OC(=O)NC(C(C(=O)[O-])=O)N1CCCC1 (tert-butoxycarbonyl-amino)-2-oxo-3-pyrrolidinopropionate